N,N,N-trimethyl-N-phenylammonium C[N+](C1=CC=CC=C1)(C)C